tert-butyl (2R,3S)-2-[4-[benzyloxycarbonyl (cyclopentyl)amino]phenyl]-3-[[4-methyl-3-(trifluoromethyl)phenyl]carbamoyl]piperidine-1-carboxylate C(C1=CC=CC=C1)OC(=O)N(C1=CC=C(C=C1)[C@@H]1N(CCC[C@@H]1C(NC1=CC(=C(C=C1)C)C(F)(F)F)=O)C(=O)OC(C)(C)C)C1CCCC1